CC[Si](OCC)(C)C methyl-trimethyl-(ethoxy)silane